C1N(CC12CNC2)C(=O)C2=CC=C(C=C2)[C@@H]2CC1(CC(C1)C#N)CCN2CC2=C1C=CNC1=C(C=C2OC)C (2R,4s,6S)-6-(4-(2,6-diazaspiro[3.3]heptane-2-carbonyl)phenyl)-7-((5-methoxy-7-methyl-1H-indol-4-yl)methyl)-7-azaspiro[3.5]nonane-2-carbonitrile